C1(CC1)C1=NC=NC(=C1C1=NN2C(C(=N1)NCC1=CC=C(C=C1)C=1N(C=C(N1)C(F)(F)F)C(C)C)=CC=C2)OC 2-(4-cyclopropyl-6-methoxypyrimidin-5-yl)-N-(4-(1-isopropyl-4-(trifluoromethyl)-1H-imidazol-2-yl)benzyl)pyrrolo[2,1-f][1,2,4]triazin-4-amine